8-(2-methoxy-9H-carbazole-9-yl)naphthalene-1-amine COC1=CC=2N(C3=CC=CC=C3C2C=C1)C=1C=CC=C2C=CC=C(C12)N